ethyl 5-amino-2-(2-amino-6-fluoro-3-pyridyl)-6-(5-methyl-1-tetrahydropyran-2-yl-indazol-4-yl)pyrimidine-4-carboxylate NC=1C(=NC(=NC1C1=C2C=NN(C2=CC=C1C)C1OCCCC1)C=1C(=NC(=CC1)F)N)C(=O)OCC